2-amino-3-(4-methylphenyl)propyl (aminocarbonyl)methylcarbamate NC(=O)CNC(OCC(CC1=CC=C(C=C1)C)N)=O